C1(CC1)C1=NC=NC(=C1C1=NC=C2C=CC(N(C2=C1)CC1=CC=C(C=C1)C=1N(C=C(N1)C(F)(F)F)C)=O)OC 7-(4-cyclopropyl-6-methoxypyrimidin-5-yl)-1-(4-(1-methyl-4-(trifluoromethyl)-1H-imidazol-2-yl)benzyl)-1,6-naphthyridin-2(1H)-one